tert-butyl 7-(6-((1s,3s)-3-((methylsulfonyl) oxy) cyclobutoxy) pyridin-3-yl)-5H-pyrido[4,3-b]indole-5-carboxylate CS(=O)(=O)OC1CC(C1)OC1=CC=C(C=N1)C=1C=CC=2C3=C(N(C2C1)C(=O)OC(C)(C)C)C=CN=C3